FC(OC=1C=C(C=CC1)S(=O)(=O)N)F 3-(difluoromethoxy)benzenesulfonamide